S1C(=CC=C1)C=1C(=NC=2C=C3C(=CC2N1)C=C(C=C3)C(=O)O)C=3SC=CC3 2,3-Di(thiophen-2-yl)benzo[g]quinoxaline-8-carboxylic acid